2-(2-Chloro-5-methylphenyl)pyridin-3-yl-[1,2,4]triazolo[1,5-a]pyridin ClC1=C(C=C(C=C1)C)C1=NC=CC=C1C1=NN2C(C=CC=C2)=N1